4-(6-(6-benzyl-3,6-diazabicyclo[3.1.1]heptan-3-yl)pyridin-3-yl)-6-chloropyrazolo[1,5-a]pyrazine-3-carbonitrile C(C1=CC=CC=C1)N1C2CN(CC1C2)C2=CC=C(C=N2)C=2C=1N(C=C(N2)Cl)N=CC1C#N